BrC=1C(NN=CC1N[C@H](COCCC(=O)N1CCN(CC1)C1=NC=C(N=C1)Cl)COC)=O (S)-4-Bromo-5-((1-(3-(4-(5-chloropyrazin-2-yl)piperazin-1-yl)-3-oxopropoxy)-3-methoxypropan-2-yl)amino)pyridazin-3(2H)-one